[3-(4-chloro-2-pyridyl)-3,3-dimethoxy-prop-1-ynyl]-triisopropyl-silane ClC1=CC(=NC=C1)C(C#C[Si](C(C)C)(C(C)C)C(C)C)(OC)OC